P(=O)(OCC)(OCC)OC1=C(C=C(C=C1)CO)[N+](=O)[O-] diethyl (4-(hydroxymethyl)-2-nitrophenyl) phosphate